ethyl (S)-1-((4'-(1,1,1,3,3,3-hexafluoro-2-hydroxypropan-2-yl)-[1,1'-biphenyl]-4-yl)methyl)-4-(pyridin-4-ylmethyl)piperazine-2-carboxylate FC(C(C(F)(F)F)(O)C1=CC=C(C=C1)C1=CC=C(C=C1)CN1[C@@H](CN(CC1)CC1=CC=NC=C1)C(=O)OCC)(F)F